C(C)(C)(C)OOC1CCCCC1 t-butyl-(peroxy)cyclohexane